6-(3-methylimidazo[1,5-a]pyridin-6-yl)-N2-(2-(4-(trifluoromethyl)thiazol-2-yl)propan-2-yl)-1,3,5-triazine-2,4-diamine CC1=NC=C2N1C=C(C=C2)C2=NC(=NC(=N2)NC(C)(C)C=2SC=C(N2)C(F)(F)F)N